C1(CCCCC1)CN1N=C(CC1=O)CN(C(OC(C)(C)C)=O)C tert-Butyl {[1-(cyclohexylmethyl)-5-oxo-4,5-dihydro-1H-pyrazol-3-yl]-methyl}methylcarbamate